FC1=C(C=C(C=C1)NC=C1C(OC(OC1=O)(C)C)=O)OC 5-(((4-fluoro-3-methoxyphenyl)amino)methylene)-2,2-dimethyl-1,3-dioxane-4,6-dione